tert-butyl 4-[(2,6-dichloro-4-pyridyl)-difluoro-methyl]-3,6-dihydro-2H-pyridine-1-carboxylate ClC1=NC(=CC(=C1)C(C=1CCN(CC1)C(=O)OC(C)(C)C)(F)F)Cl